N,N-dimethylanilinium benzyl-tri(pentafluorophenyl)borate C(C1=CC=CC=C1)[B-](C1=C(C(=C(C(=C1F)F)F)F)F)(C1=C(C(=C(C(=C1F)F)F)F)F)C1=C(C(=C(C(=C1F)F)F)F)F.C[NH+](C1=CC=CC=C1)C